4-methoxypiperidine-1-carbohydrazide COC1CCN(CC1)C(=O)NN